methyl 4-hydroxy-3-methyl-benzoate OC1=C(C=C(C(=O)OC)C=C1)C